C(CC1=CC=CC=C1)C1C=CC=2C1=C1CCCCC1=CC2 1-phenethyl-6,7,8,9-tetrahydro-1H-cyclopenta[a]naphthalene